[4-(isopropylsulfamoyl)phenyl]boronic acid C(C)(C)NS(=O)(=O)C1=CC=C(C=C1)B(O)O